(S)-4-(3-(methylamino)-1-(thiophen-2-yl)propoxy)-1,3-dihydro-2H-benzo[d]imidazol-2-one CNCC[C@H](OC1=CC=CC=2NC(NC21)=O)C=2SC=CC2